(S)-(5-(3,5-difluorophenyl)-4,5-dihydro-1H-pyrazol-1-yl)(4-(4-(1,4-dimethyl-1H-pyrazol-5-yl)-5-fluoropyrimidin-2-yl)piperazin-1-yl)methanone 3,5,5-trimethylhexyl-methacrylate CC(CCOC(C(=C)C)=O)CC(C)(C)C.FC=1C=C(C=C(C1)F)[C@@H]1CC=NN1C(=O)N1CCN(CC1)C1=NC=C(C(=N1)C1=C(C=NN1C)C)F